OCC=1N(C(=CN1)C(=O)OCC)COCC[Si](C)(C)C Ethyl 2-(hydroxymethyl)-1-((2-(trimethylsilyl) ethoxy) methyl)-1H-imidazole-5-carboxylate